3-(3-fluoro-4-methylphenyl)-1-phenylurea FC=1C=C(C=CC1C)NC(NC1=CC=CC=C1)=O